tert-butyl 6-(2-(1-(dimethylamino)ethyl)benzo[d]thiazol-5-yl)-3-methyl-3,4-dihydropyridine-1(2H)-carboxylate CN(C(C)C=1SC2=C(N1)C=C(C=C2)C2=CCC(CN2C(=O)OC(C)(C)C)C)C